2-(4-(6-(methoxymethoxy)pyridin-2-yl)phenyl)acetate COCOC1=CC=CC(=N1)C1=CC=C(C=C1)CC(=O)[O-]